CN(N)C(=O)[O-] 1-methylhydrazine-1-carboxylate